18-benzyl-12-(2,6-dimethylphenyl)-15-oxa-8λ6-thia-1,9,11,18,22-pentaazatetracyclo[15.3.1.13,7.110,14]tricosa-3(23),4,6,10(22),11,13-hexaene-2,8,8-trione C(C1=CC=CC=C1)N1C2COC3=CC(=NC(NS(C4=CC=CC(C(N(CC1)C2)=O)=C4)(=O)=O)=N3)C3=C(C=CC=C3C)C